5-(N-(2-(7-(3-bromothiophene-2-carbonyl)-2,7-diazaspiro[3.5]nonan-2-yl)phenyl)-N-phenethylsulfamoyl)-3-methylbenzofuran-2-carboxylic acid BrC1=C(SC=C1)C(=O)N1CCC2(CN(C2)C2=C(C=CC=C2)N(S(=O)(=O)C=2C=CC3=C(C(=C(O3)C(=O)O)C)C2)CCC2=CC=CC=C2)CC1